CC(C)(C)C1(C(C(C=C(C1)CC1=CC(=C(C(=C1)C(C)(C)C)O)C(C)(C)C)(C(C)(C)C)C(C)(C)C)O)C(C)(C)C 2,6-bis(1,1-dimethylethyl)-4,4'-methylenebis(2,6-di-t-butylphenol)